DIETHYLENE GLYCOL MONOETHYL ETHER ACETATE C(C)(=O)OCCOCCOCC